neo-decanoat C(CCCCCC(C)(C)C)(=O)[O-]